((2R,3S,4R,5R)-5-(4-((butoxycarbonyl)amino)pyrrolo[2,1-f][1,2,4]triazin-7-yl)-5-cyano-3,4-dihydroxytetrahydrofuran-2-yl)methyl 2-cyclohexyl-2-methylpropanoate C1(CCCCC1)C(C(=O)OC[C@H]1O[C@@]([C@@H]([C@@H]1O)O)(C#N)C1=CC=C2C(=NC=NN21)NC(=O)OCCCC)(C)C